1-(2-fluoro-4-(5-(trifluoromethyl)-1,2,4-oxadiazol-3-yl)phenyl)-2-(isopropylthio)ethan-1-one FC1=C(C=CC(=C1)C1=NOC(=N1)C(F)(F)F)C(CSC(C)C)=O